N-(4-benzyl-1-phenyl-pyrazol-3-yl)-1-methyl-pyrazole-4-sulfonamide C(C1=CC=CC=C1)C=1C(=NN(C1)C1=CC=CC=C1)NS(=O)(=O)C=1C=NN(C1)C